2,2-diphenylbenzo[d][1,3]dioxol-4-yl 3-(4-fluorophenethyl)-1H-pyrazole-5-carboxylate FC1=CC=C(CCC2=NNC(=C2)C(=O)OC2=CC=CC=3OC(OC32)(C3=CC=CC=C3)C3=CC=CC=C3)C=C1